CN(C)CC1=CC(=NC=C1C1(CCOCC1)O)NC(OC(C)(C)C)=O tert-butyl (4-((dimethylamino)methyl)-5-(4-hydroxytetrahydro-2H-pyran-4-yl)pyridin-2-yl)carbamate